O[C@H]1C[C@@H]2CC[C@H]3[C@@H]4CC[C@H](C(CO)=O)[C@]4(CC([C@@H]3[C@]2(CC1)C)=O)C 3α,21-dihydroxy-5α-pregnane-11,20-dione